(R)-N-(3''-fluoro-4''-(((1-hydroxypropan-2-yl)amino)methyl)-5''-methoxy-2,2'-dimethyl-[1,1':3',1''-terphenyl]-3-yl)-1-methyl-6-oxo-1,6-dihydropyrimidine-5-carboxamide FC=1C=C(C=C(C1CN[C@@H](CO)C)OC)C=1C(=C(C=CC1)C1=C(C(=CC=C1)NC(=O)C1=CN=CN(C1=O)C)C)C